ethyl 4-(4,5-dichloro-6-oxo-pyridazin-1-yl)cyclohexanecarboxylate ClC=1C=NN(C(C1Cl)=O)C1CCC(CC1)C(=O)OCC